CC(C)(C)C1=CC(=NC(=N1)C1=NC=CC=C1)NCCC(=O)O N-[6-(1,1-dimethylethyl)-2-(2-pyridinyl)-4-pyrimidinyl]-β-alanine